FC=1C(=C(C=CC1F)[C@@H]1[C@H](O[C@@]([C@H]1C)(C(F)(F)F)C)C(=O)NC1=CC(=NC(=C1)C)C(=O)N)OC 4-[[(2S,3R,4S,5S)-3-(3,4-difluoro-2-methoxy-phenyl)-4,5-dimethyl-5-(trifluoromethyl)tetrahydrofuran-2-carbonyl]amino]-6-methyl-pyridine-2-carboxamide